(4,7-Dichloro-6-(4-(2-hydroxyethyl)phenyl)-2H-indazol-2-yl)-2-((R)-6-fluoro-6,7-dihydro-5H-pyrrolo[1,2-c]imidazol-1-yl)-N-(thiazol-2-yl)acetamide ClC=1C2=CN(N=C2C(=C(C1)C1=CC=C(C=C1)CCO)Cl)C(C(=O)NC=1SC=CN1)C1=C2N(C=N1)C[C@@H](C2)F